NC1=NC=C(C2=C1C(=C(N2C)C2=CC=C(C=C2)NC(=O)C(=C)F)C2=CC(=C(C(=O)NCC(F)(F)F)C(=C2)OC)F)C#CC(C)(C)O 4-(4-amino-2-{4-[(2-fluoroacrylamino)]phenyl}-7-(3-hydroxy-3-methylbut-1-ynyl)-1-methylpyrrolo[3,2-c]pyridin-3-yl)-2-fluoro-6-methoxy-N-(2,2,2-trifluoroethyl)benzamide